NC1=C(C=C(C=C1)N1CCC(CC1)OC1CCN(CC1)C(=O)OC(C)(C)C)NC tert-butyl 4-[[1-[4-amino-3-(methylamino)phenyl]-4-piperidyl]oxy]piperidine-1-carboxylate